C(C)N1N=C2N=C(C=NC2=C1)N[C@@H](C)C=1C=C(C=CC1C)NC(C1=CC(=C(C=C1)CN1CCN(CC1)C)C)=O (S)-N-(3-(1-((2-ethyl-2H-pyrazolo[3,4-b]pyrazin-6-yl)amino)ethyl)-4-methylphenyl)-3-methyl-4-((4-methylpiperazin-1-yl)methyl)benzamide